CC1(CC=C(CN)C=C1)C 4,4-dimethylbenzylamine